((5-nitroquinolin-8-yloxy)methoxy (phenoxy)phosphorylamino)-3-phenylpropionate [N+](=O)([O-])C1=C2C=CC=NC2=C(C=C1)OP(=O)(OC1=CC=CC=C1)N(OC)C(C(=O)[O-])CC1=CC=CC=C1